3-(1-amino-9-(5-((4-chloro-2-methyl-2H-indazol-5-yl)thio)pyrazin-2-yl)-3,9-diazaspiro[5.5]undec-3-yl)-3-oxopropionitrile NC1CN(CCC12CCN(CC2)C2=NC=C(N=C2)SC2=C(C1=CN(N=C1C=C2)C)Cl)C(CC#N)=O